C(C)(=O)[O-].C[NH+]1CCCC1 N-Methylpyrrolidinium acetat